7-chloro-2-((2R,4S)-2-(2,5-difluorophenyl)-4-fluoropyrrolidin-1-yl)-8-(6-(piperidin-4-yl)pyridin-3-yl)-1,5-naphthyridine ClC1=CN=C2C=CC(=NC2=C1C=1C=NC(=CC1)C1CCNCC1)N1[C@H](C[C@@H](C1)F)C1=C(C=CC(=C1)F)F